1-[(2,3,4-trifluorophenyl)methyl]urea FC1=C(C=CC(=C1F)F)CNC(=O)N